ethyl 3-chloro-2-methyl-4-oxo-2,4,5,6-tetrahydrocyclopenta[c]pyrrole-1-carboxylate ClC1=C2C(=C(N1C)C(=O)OCC)CCC2=O